ethynyltri(2-pyridyl)silane C(#C)[Si](C1=NC=CC=C1)(C1=NC=CC=C1)C1=NC=CC=C1